Cl.CC(C)(C)NCC(=O)C=1C=CC(=C(C=O)C1)O 5-[[(1,1-dimethylethyl)amino]acetyl]-2-hydroxybenzaldehyde hydrochloride